(S)-2-((S)-2-acetamido-3-(1H-indol-3-yl)propionylamino)-5,5-dimethylhexanoic acid C(C)(=O)N[C@H](C(=O)N[C@H](C(=O)O)CCC(C)(C)C)CC1=CNC2=CC=CC=C12